2-(4-(4-chlorophenylsulfonamido)phenyl)-N-(cyclopentyl)oxazole-4-carboxamide ClC1=CC=C(C=C1)S(=O)(=O)NC1=CC=C(C=C1)C=1OC=C(N1)C(=O)NC1CCCC1